(6aR)-4-chloro-3-(2-fluoro-6-hydroxyphenyl)-12-oxo-1-(pyrrolidin-1-yl)-6a,7,9,10-tetrahydro-12H-pyrazino[2,1-c]Pyrido[3,4-f][1,4]Oxazepine-8(6H)-carboxylic acid tert-butyl ester C(C)(C)(C)OC(=O)N1C[C@@H]2COC3=C(C(N2CC1)=O)C(=NC(=C3Cl)C3=C(C=CC=C3O)F)N3CCCC3